NCCCCCCCCCCCC(=O)O 12-aminolauric acid